2,6-dichloro-5-fluoro-4-methyl-3-pyridinecarboxylic acid ClC1=NC(=C(C(=C1C(=O)O)C)F)Cl